N-(4-aminobutyl)palmitamide NCCCCNC(CCCCCCCCCCCCCCC)=O